4-(2-fluoro-6-methoxyphenyl)-2-(6-(hexahydropyrrolo[3,4-c]pyrrol-2(1H)-yl)pyridin-2-yl)-2,3-dihydro-1H-pyrrolo[3,4-c]pyridin-1-one FC1=C(C(=CC=C1)OC)C1=NC=CC2=C1CN(C2=O)C2=NC(=CC=C2)N2CC1CNCC1C2